tert-butyl (S)-(1-(((6-amino-2-methylpyridin-3-yl)methyl)amino)-1-oxopropan-2-yl)carbamate NC1=CC=C(C(=N1)C)CNC([C@H](C)NC(OC(C)(C)C)=O)=O